O1CC(=CC1)C=1C=C(C=2N(C1)N=CC2C#N)C2=NC=C(N=C2)N2CC1N(C(C2)C1)CC=1C=NC(=CC1)O 6-(2,5-dihydrofuran-3-yl)-4-(5-(6-((6-hydroxypyridin-3-yl)methyl)-3,6-diazabicyclo[3.1.1]heptan-3-yl)pyrazin-2-yl)pyrazolo[1,5-a]pyridine-3-carbonitrile